methylsulfanyl-cyclopentene CSC1=CCCC1